N[C@]([C@@H](C(=O)OC)NS(=O)(=O)C1=CC=C(C=C1)[N+](=O)[O-])(C)C1=CC=CC=C1 methyl (2S,3R)-3-amino-2-[(4-nitrophenyl)sulfonylamino]-3-phenyl-butanoate